S-benzyl N-(iminobenzyl)dithiocarbamate N=C(C1=CC=CC=C1)NC(SCC1=CC=CC=C1)=S